(4'-chloro-2,2'-dimethyl-[1,1'-biphenyl]-4-yl)boronic acid ClC1=CC(=C(C=C1)C1=C(C=C(C=C1)B(O)O)C)C